BrC=1C=NC(=NC1)C=1C(=NC=CN1)C(C)=O 1-[3-(5-bromopyrimidin-2-yl)pyrazin-2-yl]ethanone